CC(C)(C(C)C)OC(=O)C=1C=C(C=CC1)C1C2C=CC(C1)C2=O 5-(3-(2,3-dimethyl-2-butoxycarbonyl)phenyl)-7-oxo-bicyclo[2.2.1]Hept-2-ene